(2S,4R)-1-[2-(1,5-dimethyl-1H-pyrazol-3-yl)acetyl]-4-fluoro-N-[(S)-phenyl[4-(propan-2-yl)phenyl]methyl]pyrrolidine-2-carboxamide CN1N=C(C=C1C)CC(=O)N1[C@@H](C[C@H](C1)F)C(=O)N[C@H](C1=CC=C(C=C1)C(C)C)C1=CC=CC=C1